5-[3-(Cyanomethyl)-3-(3'-methyl-1H,1'H-4,4'-bipyrazol-1-yl)azetidin-1-yl]-N-[(1S)-2,2,2-trifluoro-1-methylethyl]pyrazine-2-carboxamide trifluoroacetate FC(C(=O)O)(F)F.C(#N)CC1(CN(C1)C=1N=CC(=NC1)C(=O)N[C@H](C(F)(F)F)C)N1N=CC(=C1)C=1C(=NNC1)C